FC1=CC=C(C=C1)C=1C(C(=NN(C1)CC1COCC1)C(=O)O)=O 5-(4-fluorophenyl)-4-oxo-1-((tetrahydrofuran-3-yl)methyl)-1,4-dihydropyridazine-3-carboxylic acid